(1R,3S)-3-(5-{2-[3-(benzyloxy)-2-formylphenoxy]acetamido}-2H-pyrazol-3-yl)cyclopentyl N-cyclopentylcarbamate C1(CCCC1)NC(O[C@H]1C[C@H](CC1)C=1NN=C(C1)NC(COC1=C(C(=CC=C1)OCC1=CC=CC=C1)C=O)=O)=O